Methyl 4-((S)-2-((S)-2-(tert-butoxycarbonylamino)-3-methylbutanamido)propanamido)benzoate C(C)(C)(C)OC(=O)N[C@H](C(=O)N[C@H](C(=O)NC1=CC=C(C(=O)OC)C=C1)C)C(C)C